NC1=C2N(C(N(C2=NC(=N1)NC1=C(C=C(C=C1)C(=O)N1CCC(CC1)O)F)C1COCC1)=O)C=1C=C2C=CNC2=CC1 6-amino-2-({2-fluoro-4-[(4-hydroxy-1-piperidinyl)carbonyl]phenyl}amino)-7-(1H-indole-5-yl)-9-(tetrahydro-3-furanyl)-7,9-dihydro-8H-purine-8-one